O.O.Cl.C(C=C)N1[C@H]2[C@@]3(CCC([C@H]4[C@@]3(C=3C(=C(C=CC3C2)O)O4)CC1)=O)O 17-allyl-4,5a-epoxy-3,14-dihydroxymorphinan-6-one hydrochloride dihydrate